C(C=C)(=O)OCC(C(C(=O)N1[C@@H](CCCC1)C(=O)O[C@H](CCC1=CC(=C(C=C1)OC)OC)C=1C=C(OCC(=O)O)C=C(C1)F)=O)(C)C 2-(3-((R)-1-(((S)-1-(4-(acryloyloxy)-3,3-dimethyl-2-oxobutanoyl)piperidine-2-carbonyl)oxy)-3-(3,4-dimethoxyphenyl)propyl)-5-fluorophenoxy)acetic acid